6-hydroxy-4-{[1-(4-methoxybenzyl)-1H-pyrazol-4-yl]methyl}-5-oxo-4,5-dihydrothieno[3,2-b]pyridine-7-carboxylic acid OC1=C(C2=C(N(C1=O)CC=1C=NN(C1)CC1=CC=C(C=C1)OC)C=CS2)C(=O)O